N-(2'-(4,4-difluorocyclohex-1-en-1-yl)-[2,4'-bipyridin]-3'-yl)-2-isopropylpyrimidine FC1(CC=C(CC1)C1=NC=CC(=C1N1C(N=CC=C1)C(C)C)C1=NC=CC=C1)F